ClC1=CC=C(C=C1)N(C1=CC=NC2=CC=CC=C12)C 4-[(4-chlorophenyl)(methyl)amino]quinoline